C1(CC1)N1N=C(C(=N1)C=1C(=C(N)C=CC1)OC)C 3-(2-cyclopropyl-5-methyl-2H-1,2,3-triazol-4-yl)-2-methoxyaniline